6-chloro-1,3-bis(4-methoxyphenyl)pyrimidine-2,4(1H,3H)-dione ClC1=CC(N(C(N1C1=CC=C(C=C1)OC)=O)C1=CC=C(C=C1)OC)=O